7-(2-amino-4-methylpyrimidin-5-yl)-N-(6-methoxy-2-methyl-1,2,3,4-tetrahydroisoquinolin-7-yl)quinazolin-2-amine NC1=NC=C(C(=N1)C)C1=CC=C2C=NC(=NC2=C1)NC1=C(C=C2CCN(CC2=C1)C)OC